Ethyl (R)-3-(2-allyl-1-oxo-1,2,3,4-tetrahydronaphthalen-2-yl)propanoate C(C=C)[C@]1(C(C2=CC=CC=C2CC1)=O)CCC(=O)OCC